(R)-5-(2-(dimethylamino)ethoxy)-2-methyl-N-(1-(3-(1-methyl-1H-pyrazol-4-yl)-5-(1-(2-(methylamino)-2-oxoethyl)-1H-pyrazol-4-yl)phenyl)ethyl)benzamide CN(CCOC=1C=CC(=C(C(=O)N[C@H](C)C2=CC(=CC(=C2)C=2C=NN(C2)CC(=O)NC)C=2C=NN(C2)C)C1)C)C